CC1=C(SC2=C1C=CC(=C2)O)N(CC2=C(C=CC=C2)C(F)(F)F)C(C)=O Methyl-2-[acetyl(2-trifluoromethylbenzyl)amino]-6-hydroxy-1-benzothiophene